NC=1C=2N(C3=CC(=C(C=C3N1)C(F)(F)F)C(=O)N([C@@H]1COCC3=CC(=CC=C13)C(F)(F)F)C)C=NC2 (S)-4-amino-N-methyl-7-(trifluoromethyl)-N-(7-(trifluoromethyl)isochroman-4-yl)imidazo[1,5-a]quinoxaline-8-carboxamide